C(#N)C=1C=NC(=NC1)NC(CNC(OC(C)(C)C)=O)C1=CC(=C(C=C1)F)F tert-butyl (2-((5-cyanopyrimidin-2-yl)amino)-2-(3,4-difluorophenyl)ethyl)carbamate